CC1(OB(OC1(C)C)C=1C=C(C=CC1)C=1C=NN(C1)C(C1=CC=CC=C1)(C1=CC=CC=C1)C1=CC=CC=C1)C 4-(3-(4,4,5,5-tetramethyl-1,3,2-dioxaborolan-2-yl)phenyl)-1-trityl-1H-pyrazole